N,N-bis[(4-methoxyphenyl)methyl]-2-(morpholin-4-yl)-8-(pyridazin-4-yl)pyrazolo[1,5-a][1,3,5]triazin-4-amine COC1=CC=C(C=C1)CN(C1=NC(=NC=2N1N=CC2C2=CN=NC=C2)N2CCOCC2)CC2=CC=C(C=C2)OC